[N-](S(=O)(=O)C(F)(F)F)S(=O)(=O)C(F)(F)F.[N-](S(=O)(=O)C(F)(F)F)S(=O)(=O)C(F)(F)F.[NH+]1=CC=CC=C1.[NH+]1=CC=CC=C1 dipyridinium bis[bis(trifluoromethanesulfonyl)imide]